4-chloro-N-(4-(((2s,6r)-2,6-dimethylmorpholino)methyl)phenyl)benzamide ClC1=CC=C(C(=O)NC2=CC=C(C=C2)CN2C[C@@H](O[C@@H](C2)C)C)C=C1